Cl.NC/C(/CN1N=CN(C1=O)CC1=CC=C(S1)N1C(CCC2=CC=CC(=C12)C)=O)=C/F [5-(1-[(2Z)-2-(aminomethyl)-3-fluoroprop-2-en-1-yl]-5-oxo-1,5-dihydro-4H-1,2,4-triazol-4-ylmethyl)thiophen-2-yl]-8-methyl-3,4-dihydro-quinolin-2(1H)-one hydrochloride